(3R)-3-[2-(4-fluorophenoxy)ethyl]-2-[5-methyl-2-(pyrimidin-2-yl)benzoyl]-2-azabicyclo[3.1.1]heptane FC1=CC=C(OCC[C@@H]2N(C3CC(C2)C3)C(C3=C(C=CC(=C3)C)C3=NC=CC=N3)=O)C=C1